ClC1=CC(=C(C=C1C(F)(F)F)NC(=O)C1C2CC=3C(=CNC(C3)=O)C1CC2)F N-(4-chloro-2-fluoro-5-(trifluoromethyl)phenyl)-3-oxo-3,5,6,7,8,9-hexahydro-2H-6,9-methano-cyclohepta[c]pyridine-10-carboxamide